benzoic acid [2-oxo-2-(2-pyridylmethylcarbamoylamino) ethyl] ester O=C(COC(C1=CC=CC=C1)=O)NC(NCC1=NC=CC=C1)=O